C1(=CC=CC=C1)N1N=CC(=C1)C1=CC=C(N1)C(=O)N(C(C)C)C1CCNCC1 5-(1-phenyl-1H-pyrazol-4-yl)-N-(piperidin-4-yl)-N-(propan-2-yl)-1H-pyrrole-2-carboxamide